2-(oxetan-3-yl)thioacetic acid-S-(2-hydroxyethyl) ester OCCSC(CC1COC1)=O